2,5-dicyclohexylpiperazine C1(CCCCC1)C1NCC(NC1)C1CCCCC1